7-(4-Cyclopropyl-3-fluorophenoxy)-2-azaspiro[3.5]nonan C1(CC1)C1=C(C=C(OC2CCC3(CNC3)CC2)C=C1)F